NC=1C(=CC=2OCC[C@H]3N(C2N1)CCNC3)Cl (R)-2-amino-3-chloro-6,7,7a,8,10,11-hexahydro-9H-pyrazino[1,2-d]pyrido[3,2-b][1,4]oxazepin